(3-([1,1'-biphenyl]-2-ylethynyl)-1H-indazol-5-yl)(3,8-diazabicyclo[3.2.1]octan-3-yl)methanone C1(=C(C=CC=C1)C#CC1=NNC2=CC=C(C=C12)C(=O)N1CC2CCC(C1)N2)C2=CC=CC=C2